NC1=C2C(NC=N1)=C(N=C2C2=CC=C(C=C2)NC(=O)C=2C(N(N=C(C2)C(C)C)C2=CC=C(C=C2)F)=O)CC(F)F N-[4-[4-Amino-7-(2,2-difluoroethyl)-1H-pyrrolo[3,4-d]pyrimidin-5-yl]phenyl]-2-(4-Fluorophenyl)-6-isopropyl-3-oxo-2,3-dihydropyridazine-4-carboxamide